CN1C(C2=C(C(=C1)C1=CC=C3C(=CN(C3=C1)CC1=CC(=CC(=C1)F)F)C)C=CN2)=O 6-methyl-4-(1-(3,5-difluorobenzyl)-3-methyl-1H-indol-6-yl)-1,6-dihydro-7H-pyrrolo[2,3-c]pyridin-7-one